C[C@H](/C=C/C[C@H]1CO[C@H]([C@@H]([C@@H]1O)O)C/C(=C/C(=O)OCCCCCCCC(=O)O)/C)[C@H](C)O The molecule is an enoate ester resulting from the formal condensation of the carboxy group of (2E)-4-{(2S,3R,4R,5S)-3,4-dihydroxy-5-[(2E,4R,5S)-5-hydroxy-4-methylhex-2-en-1-yl]oxan-2-yl}-3-methylbut-2-enoic acid with the alcoholic hydroxy group of 8-hydroxyoctanoic acid. It is a monocarboxylic acid, an enoate ester, an enol, a member of oxanes, a secondary allylic alcohol and a homoallylic alcohol. It is a conjugate acid of a marinolate C.